tert-butyl (4S)-4-amino-4-carbamoylbutyrate hydrochloride Cl.N[C@@H](CCC(=O)OC(C)(C)C)C(N)=O